(1S,2R)-2-(((R)-(4-isopropylphenyl)(2-methoxyphenyl)methyl)carbamoyl)cyclopentane-1-carboxylic acid C(C)(C)C1=CC=C(C=C1)[C@H](C1=C(C=CC=C1)OC)NC(=O)[C@H]1[C@H](CCC1)C(=O)O